FC(COC1=C(C=CC=C1)C=1C(C(=CN(N1)C1COC1)C(=O)O)=O)F 6-[2-(2,2-difluoroethoxy)phenyl]-2-(oxetan-3-yl)-5-oxo-2,5-dihydropyridazine-4-carboxylic Acid